2-[({2-amino-3-[(2-oxo-2,3-dihydro-1H-imidazol-1-yl)methyl]phenyl}carbamothioyl)amino]-2-(3-chloro-4-fluorophenyl)propyl 2,2-dimethyl-propanoate CC(C(=O)OCC(C)(C1=CC(=C(C=C1)F)Cl)NC(NC1=C(C(=CC=C1)CN1C(NC=C1)=O)N)=S)(C)C